CC([C@@H](/C=C/C1=CC2=C(C=C1)OCO2)O)(C)C |r| (RS)-(E)-4,4-dimethyl-1-[3,4-(methylenedioxy)-phenyl]-1-penten-3-ol